C(=C/CC)/C1OC(=O)C2=CC=CC(=C12)OC (Z)-3-butenyl-4-methoxyphthalide